1-((1S)-1-(2-((1S*)-amino((1R,5S)-bicyclo[3.2.0]heptan-3-yl)methyl)imidazo[1,2-b]pyridazin-7-yl)-2-methoxyethyl)-5,5-difluorotetrahydropyrimidin-2(1H)-one N[C@H](C=1N=C2N(N=CC(=C2)[C@@H](COC)N2C(NCC(C2)(F)F)=O)C1)C1C[C@H]2CC[C@H]2C1 |o1:1|